FC1=CC=C(OCC=2N=C3N(C=C(C=N3)C3=NC=C(C=C3)F)C2)C=C1 2-[(4-fluorophenoxy)methyl]-6-(5-fluoro-2-pyridyl)imidazo[1,2-a]pyrimidine